3,4-dimethylaminobenzaldehyde CNC=1C=C(C=O)C=CC1NC